di(acryloxyethyl)tetramethylenediurethane C(C=C)(=O)OCCN(C(=O)OCC)CCCCN(C(=O)OCC)CCOC(C=C)=O